(2R,3R,11bR)-3-(tert-butoxy)-10-methoxy-9-((1-methylcyclobutyl)methoxy)-1,3,4,6,7,11b-hexahydro-2H-pyrido[2,1-a]isoquinolin-2-ol C(C)(C)(C)O[C@H]1[C@@H](C[C@H]2N(CCC3=CC(=C(C=C23)OC)OCC2(CCC2)C)C1)O